1-((1S,4S)-5-(4-methoxyphenyl)-2,5-diazabicyclo[2.2.1]Heptane-2-yl)ethanone COC1=CC=C(C=C1)N1[C@@H]2CN([C@H](C1)C2)C(C)=O